5-(3-(3-Chloro-5-(cyclopropylmethoxy)phenyl)-2-oxo-2H-[1,3'-bipyridin]-5-yl)pyrimidine-2,4(1H,3H)-dione ClC=1C=C(C=C(C1)OCC1CC1)C=1C(N(C=C(C1)C=1C(NC(NC1)=O)=O)C=1C=NC=CC1)=O